BrC=C(C(=O)O)CCCCCCC bromomethylidenenonanoic acid